tetraiodothyronine methyl ester COC([C@@](N(I)I)(C(C1=CC=C(C=C1)OC1=CC=C(C=C1)O)I)I)=O